C(=O)(C#C[Si](C)(C)C)C#C[Si](C)(C)C.[Co] cobalt carbonyl-bis(trimethylsilylacetylene)